C(CCCCCCCCCCCCCCCCCCC)(=O)OC1C(OC(C1)N1C2=NC(=NC(=C2N=C1)N)F)(C#C)COP(=O)(OC1=CC=CC=C1)N[C@H](C(=O)OCC(CC)CC)C 5-(6-Amino-2-fluoro-9H-purin-9-yl)-2-((((((S)-1-(2-ethyl butoxy)-1-oxopropan-2-yl)amino)(phenoxy)phosphoryl)oxy)methyl)-2-ethynyltetrahydrofuran-3-yl icosanoate